3-(3-chlorophenyl)-4-(4-chlorophenyl)-5-neopentylpyrrolidine-2-carboxylic acid ClC=1C=C(C=CC1)C1C(NC(C1C1=CC=C(C=C1)Cl)CC(C)(C)C)C(=O)O